NC1=C(C(C(O1)C1=CC=C(C(=O)O)C=C1)=O)OS(=O)(=O)C([2H])([2H])C1=C(C(=C(C(=C1[2H])[2H])[2H])[2H])[2H] 4-(5-amino-3-oxo-4-((((phenyl-d5)methyl-d2)sulfonyl)oxy)-2,3-dihydrofuran-2-yl)benzoic acid